imidazo[1,2-b][1,2,4]triazol N1N2C(N=C1)=NC=C2